(R)-3-[2-(ethylcarbamoyl)-6-(3-methyl-1H-pyrrolo[2,3-b]pyridin-5-yl)-1,2,3,4-tetrahydroisoquinolin-8-yl]morpholin-4-carboxylic acid tert-butyl ester C(C)(C)(C)OC(=O)N1[C@@H](COCC1)C=1C=C(C=C2CCN(CC12)C(NCC)=O)C=1C=C2C(=NC1)NC=C2C